C(C=C)(=O)O.C(C=C)(=O)O.C=C.C=C.C=C.C=C tetraethylene diacrylate